3-[(1S)-1-imidazo[1,2-a]pyridin-6-ylethyl]-5-(1-methylpyrazol-4-yl)triazolo[4,5-b]pyrazine N=1C=CN2C1C=CC(=C2)[C@H](C)N2N=NC1=NC=C(N=C12)C=1C=NN(C1)C